N-(2-Dimethylaminoethyl)-1,3-bis(aminomethyl)benzol CN(CCNCC1=CC(=CC=C1)CN)C